4-((2R,3S,4S,5R)-3-(4-methoxy-6-(trifluoromethyl)pyridin-3-yl)-4,5-dimethyl-5-(trifluoromethyl)tetrahydrofuran-2-carboxamido)picolinamide COC1=C(C=NC(=C1)C(F)(F)F)[C@H]1[C@@H](O[C@]([C@H]1C)(C(F)(F)F)C)C(=O)NC1=CC(=NC=C1)C(=O)N